O=C1NC(CC[C@@H]1N1C(C2=CC(=CC=C2C1)F)=O)=O 2-((S)-2,6-dioxopiperidin-3-yl)-6-fluoro-1-oxoisoindolin